2-Ethyl-4-butyl-8-(cyclopropylmethoxy)-phthalazin-1(2H)-one C(C)N1C(C2=C(C=CC=C2C(=N1)CCCC)OCC1CC1)=O